2-Methyl-5-pentadecylbenzene-1,3-diol CC1=C(C=C(C=C1O)CCCCCCCCCCCCCCC)O